FC=1C=CC(=C(C(=O)N(C(C)C)C(C)C)C1)N1C=C(C=2C1=CN=CC2)C2CN(C2)CC2CCC(CC2)NS(=O)(=O)C 5-fluoro-N,N-diisopropyl-2-(3-(1-(((1r,4r)-4-(methylsulfonamido)cyclohexyl)methyl)azetidin-3-yl)-1H-pyrrolo[2,3-c]pyridin-1-yl)benzamide